1-(aminomethyl)-3,3-difluorocyclobutane NCC1CC(C1)(F)F